S1C(=CC=C1)C1=NN=C(O1)CNC(C1=CC=CC=C1)=O N-((5-(thiophen-2-yl)-1,3,4-oxadiazol-2-yl)methyl)benzamide